3-bromo-8-methyl-5-((3-(trifluoromethyl)phenyl)sulfonyl)-6,6a,7,8,9,10-hexahydro-5H-pyrido[1,2-a]Quinoxalin-8-ol BrC1=CC=2N(CC3N(C2C=C1)CCC(C3)(O)C)S(=O)(=O)C3=CC(=CC=C3)C(F)(F)F